N-(2-(3,3-dimethylbut-2-yloxy)ethyl)-3-(imidazolyl)propan-1-amine CC(C(C)OCCNCCCC=1NC=CN1)(C)C